FC1=C(C=C(C=C1)OC=1C(=C2C=CNC2=CC1F)C)C=1NC(=C(N1)C)C(C=1C=C(C=CC1)C(C(=O)O)C)O (3-((2-(2-Fluoro-5-((6-fluoro-4-methyl-1H-indol-5-yl)oxy)phenyl)-4-methyl-1H-imidazol-5-yl)(hydroxy)methyl)phenyl)propanoic acid